2-(1H-Benzo[d]imidazol-5-yl)-3-(3,4-dimethoxyphenyl)isoindolin-1-on N1C=NC2=C1C=CC(=C2)N2C(C1=CC=CC=C1C2C2=CC(=C(C=C2)OC)OC)=O